8-cyclopentyl-2-((4-(4-methylpiperazin-1-yl)phenyl)amino)-7-oxo-7,8-dihydropyrido[2,3-d]pyrimidine-6-carbonitrile C1(CCCC1)N1C(C(=CC2=C1N=C(N=C2)NC2=CC=C(C=C2)N2CCN(CC2)C)C#N)=O